2-hexyl-decan-1-ol C(CCCCC)C(CO)CCCCCCCC